ClC=1C(=CC=2N(C1)C(=CN2)C2=CC=CC(=N2)NC2C(CN(C2)C(=O)OC(C)(C)C)(F)F)OC tert-butyl 4-((6-(6-chloro-7-methoxyimidazo[1,2-a]pyridin-3-yl)pyridin-2-yl)amino)-3,3-difluoropyrrolidine-1-carboxylate